C(C)(C)(C)CC(C(C(=O)O)=CN(C)C)=O tert-Butyl-2-((dimethylamino)methylene)-3-oxobutyric acid